3-cyano-5-((3R,5S)-3,5-dimethylpiperazin-1-yl)-N-(8-fluoro-2-methylimidazo[1,2-a]pyridin-6-yl)-1,6-naphthyridine-8-carboxamide 2,2,2-trifluoroacetate FC(C(=O)O)(F)F.C(#N)C=1C=NC2=C(C=NC(=C2C1)N1C[C@H](N[C@H](C1)C)C)C(=O)NC=1C=C(C=2N(C1)C=C(N2)C)F